N-(4-fluoro-3-methylphenyl)-5-(2-(((2S,3S)-3-hydroxy-1-(methylamino)-1-oxobutan-2-yl)amino)-2-oxoacetyl)-1,2,4-trimethyl-1H-pyrrole-3-carboxamide FC1=C(C=C(C=C1)NC(=O)C1=C(N(C(=C1C)C(C(=O)N[C@H](C(=O)NC)[C@H](C)O)=O)C)C)C